12-chloro-1-(methoxymethoxy)dodecane bismuth [Bi].ClCCCCCCCCCCCCOCOC